FC1=CC=C(C=C1)CC(C)NC(=O)C=1C=2C[C@@H]3[C@H](C2N(N1)C(C)(C)C)C3 (1aR,5aR)-2-tert-Butyl-1a,2,5,5a-tetrahydro-1H-2,3-diaza-cyclopropa[a]pentalene-4-carboxylic acid [2-(4-fluoro-phenyl)-1-methyl-ethyl]-amide